OC1=C(CNC2=C3N=CN(C3=NC=N2)[C@H]2[C@@H](O)[C@H](O)[C@H](O2)CO)C=C(C=C1)Cl 6-(2-hydroxy-5-chlorobenzylamino)-9-β-D-arabinofuranosylpurine